Tert-butyl rel-(3S,5R,E)-7-(1-ethyl-3-(4-fluorophenyl)-1H-indol-2-yl)-3,5-dihydroxyhept-6-enoate C(C)N1C(=C(C2=CC=CC=C12)C1=CC=C(C=C1)F)/C=C/[C@@H](C[C@@H](CC(=O)OC(C)(C)C)O)O |o1:20,22|